2,3,5-trimethyl-6-(3-methyl-2-butenyl)p-benzoquinone dioxime CC=1C(C(=C(C(C1C)=NO)C)CC=C(C)C)=NO